C(C)(C)(C)OC(NC1C(N(CC1C1=CC=C(C=C1)OC)CCO)=O)=O [1-(2-hydroxyethyl)-4-(4-methoxyphenyl)-2-oxopyrrolidin-3-yl]carbamic acid tert-butyl ester